trans-5-(2-(3-(3-(3,4-difluoro-5-methoxyphenyl)azetidin-1-yl)-4,5-difluorophenyl)cyclopropyl)-2,2'-bipyrimidine FC=1C=C(C=C(C1F)OC)C1CN(C1)C=1C=C(C=C(C1F)F)[C@H]1[C@@H](C1)C=1C=NC(=NC1)C1=NC=CC=N1